C[Si](O[SiH3])(CCC)CCC 3-methyl-bis(2-methyl-ethyl)disiloxane